FC=1C=C(C=CC1)C=1C=CC2=CN(N=C2C1)C1CN(CCC1)C(C=C)=O 1-(3-(6-(3-fluorophenyl)-2H-indazol-2-yl)piperidin-1-yl)prop-2-en-1-one